2,3,4,6-tetrachlorophenol acetate C(C)(=O)OC1=C(C(=C(C=C1Cl)Cl)Cl)Cl